2-n-butyl-3-(4-methoxybenzoyl)-5-nitrobenzofuran C(CCC)C=1OC2=C(C1C(C1=CC=C(C=C1)OC)=O)C=C(C=C2)[N+](=O)[O-]